4-((1-methylpiperidin-4-yl)amino)-6-oxo-1,6-dihydropyridine-3-carboxylic acid CN1CCC(CC1)NC=1C(=CNC(C1)=O)C(=O)O